N-(3-Fluoro-4-((4-(trifluoromethyl)benzyl)amino)phenyl)undecanamid FC=1C=C(C=CC1NCC1=CC=C(C=C1)C(F)(F)F)NC(CCCCCCCCCC)=O